3-Chlorobenzyl ((S)-3-cyclohexyl-1-(((S)-5-(dimethylamino)-1-(methoxy (methyl) amino)-1,5-dioxopentan-2-yl)amino)-1-oxopropan-2-yl)carbamate C1(CCCCC1)C[C@@H](C(=O)N[C@H](C(=O)N(C)OC)CCC(=O)N(C)C)NC(OCC1=CC(=CC=C1)Cl)=O